FC1CCN(CC1)C1=NC=CC(=N1)NC1CC2(CC(C2)OC2=C(C(=O)N)C=CC=N2)C1 2-(((2S,4s,6S)-6-((2-(4-fluoro-piperidin-1-yl)pyrimidin-4-yl)amino)spiro[3.3]heptan-2-yl)oxy)nicotinamide